methyl ((1R,3S)-3-((5-chloro-4-(7-fluoro-3-isopropyl-2-methyl-2H-indazol-5-yl)pyridin-2-yl)carbamoyl)cyclohexyl)carbamate ClC=1C(=CC(=NC1)NC(=O)[C@@H]1C[C@@H](CCC1)NC(OC)=O)C1=CC2=C(N(N=C2C(=C1)F)C)C(C)C